FC1(C(CN(CC1)C=1C=C2C(=CC=NC2=CC1)C(=O)OC)(C)C)F Methyl 6-(4,4-difluoro-3,3-dimethylpiperidin-1-yl)quinoline-4-carboxylate